ethyl heptanoate (ethyl phenylheptanoate) C(C)C(C(=O)O)(CCCCC)C1=CC=CC=C1.C(CCCCCC)(=O)OCC